BrC1=C(C=CC(=C1)Cl)CC(=O)OC Methyl (2-bromo-4-chlorophenyl)acetate